C(CCC)C1=CC(C=C1)[Si](C1C(=CC2=C(C=3CCCC3C=C12)C1=CC=CC=C1)C)(C)C 1-((3-butylcyclopenta-2,4-dien-1-yl)dimethylsilyl)-2-methyl-4-phenyl-1,5,6,7-tetrahydro-s-indacene